trans-2-(4-bromophenyl)vinylboronic acid BrC1=CC=C(C=C1)/C=C/B(O)O